N-(ethyl-2,2,2-d3)-6-fluoro-5-(4-((5-fluoro-2-methyl-3-oxo-4H-quinoxalin-6-yl)methyl)piperazin-1-yl)pyridine-2-carboxamide C(C([2H])([2H])[2H])NC(=O)C1=NC(=C(C=C1)N1CCN(CC1)CC=1C(=C2NC(C(=NC2=CC1)C)=O)F)F